4-(2-hydroxy ethyl)-1-piperazineethanesulfonate OCCN1CCN(CC1)CCS(=O)(=O)[O-]